hippuryl-histidyl-leucine C(CNC(=O)C1=CC=CC=C1)(=O)N[C@@H](CC1=CNC=N1)C(=O)N[C@@H](CC(C)C)C(=O)O